3-(isoquinolin-4-yl)-2-oxo-1-(3-(trifluoromethoxy)phenyl)imidazoline-4-carbonitrile C1=NC=C(C2=CC=CC=C12)N1C(N(CC1C#N)C1=CC(=CC=C1)OC(F)(F)F)=O